3-amino-4-(4,5-diamino-1,2,4-triazole-3-yl)-furazan copper nitrate [N+](=O)([O-])[O-].[Cu+2].NC1=NON=C1C1=NN=C(N1N)N.[N+](=O)([O-])[O-]